3-acetyl-7-(2-methoxyethoxy)-4-methyl-1,8-naphthyridin-2(1H)-one C(C)(=O)C=1C(NC2=NC(=CC=C2C1C)OCCOC)=O